C(#N)/C(=C/[O-])/C.[K+] potassium (E)-2-cyanoprop-1-en-1-olate